OCCCCN1C=[N+](C=C1)C 1-(4-hydroxy-butyl)-3-methylimidazolium